ClC1=C(C=C(CC(C(=O)N)(C)C)C=C1)C=1NC(C=C(N1)C1=CN=C(S1)C(F)(F)F)=O (4-chloro-3-{6-oxo-4-[2-(trifluoromethyl)thiazol-5-yl]-1,6-dihydropyrimidin-2-yl}benzyl)isobutyramide